NC=1C2=C(N=CN1)N(C(=C2C2=NC(=C(C=C2)Cl)C)C#CC2CN(C2)C2CCN(CC2)C(C=C)=O)C(C)C 1-(4-(3-((4-amino-5-(5-chloro-6-methylpyridin-2-yl)-7-isopropyl-7H-pyrrolo[2,3-d]pyrimidin-6-yl)ethynyl)azetidin-1-yl)piperidin-1-yl)prop-2-en-1-one